4-[(5-bromothiophen-2-yl)methyl]-2,4-dihydro-3H-1,2,4-triazol-3-one hydrochloride Cl.BrC1=CC=C(S1)CN1C(NN=C1)=O